BrC1=CC=C(C=C1)N1C(N(C2=C1C(=C(C(=C2)F)OC)F)C)=O 3-(4-bromophenyl)-4,6-difluoro-5-methoxy-1-methyl-1H-benzo[d]imidazol-2(3H)-one